FC1(CC12CN(CCC2)C2CCN(CCC2)C(=O)OC(C)(C)C)F tert-Butyl 4-(1,1-difluoro-5-azaspiro[2.5]octan-5-yl)azepane-1-carboxylate